2,4-dihydroxy-3,3-dimethyl-N-(pyridin-3-ylmethyl)butanamide OC(C(=O)NCC=1C=NC=CC1)C(CO)(C)C